N-(2-fluorenyl)-2,2-trifluoroacetamide C1C2=CC=CC=C2C3=C1C=C(C=C3)NC(=O)C(F)(F)F